ClC=1C(=NC(=CC1)OC(F)F)C1=NN=C(N1C)C1=NC=CC=C1Cl 3-chloro-2-(5-(3-chloropyridin-2-yl)-4-methyl-4H-1,2,4-triazol-3-yl)-6-(difluoromethoxy)pyridine